5-(4-amino-2-{4-[(2-fluoroacrylamino)]phenyl}-7-{[(2R)-tetrahydrofuran-2-yl]ethynyl}-1-methylpyrrolo[3,2-c]pyridin-3-yl)-3-chloro-N-[(fluorocyclopropyl)methyl]pyridine-2-carboxamide NC1=NC=C(C2=C1C(=C(N2C)C2=CC=C(C=C2)NC(=O)C(=C)F)C=2C=C(C(=NC2)C(=O)NCC2(CC2)F)Cl)C#C[C@@H]2OCCC2